ClC=1C=C(C=CC1Cl)[C@@](C)(O)[C@H]1C[C@H]([C@H]2[C@@H]1OC(O2)(C)C)N2C=CC1=C2NC=NC1=NO 7-[(3aS,4R,6S,6aR)-6-[(1S)-1-(3,4-dichlorophenyl)-1-hydroxy-ethyl]-2,2-dimethyl-4,5,6,6a-tetrahydro-3aH-cyclopenta[d][1,3]dioxol-4-yl]-1H-pyrrolo[2,3-d]pyrimidin-4-one oxime